The molecule is a steroid lactone that has been used in the treatment of preeclampsia. A synthetic bufadienolide it is an antagonist of marinobufagenin (MBG) and differs from it by replacement of its 5beta-OH and 13beta-Me groups by hydrogen. It is a steroid lactone and an epoxy steroid. It derives from a bufanolide. C[C@]12CC[C@@H](C[C@H]1CC[C@@H]3[C@@H]2CC[C@H]4[C@]35[C@H](O5)C[C@@H]4C6=COC(=O)C=C6)O